4-[4-(morpholin-4-yl)-1-{[2-(trimethylsilyl)ethoxy]methyl}-1H-pyrrolo[3,2-c]pyridin-2-yl]aniline N1(CCOCC1)C1=NC=CC2=C1C=C(N2COCC[Si](C)(C)C)C2=CC=C(N)C=C2